BenzoCycloButane C1CC2=C1C=CC=C2